C(C)(C)(C)OC(=O)N1[C@@H](COCC1)C=1C=C(C=C2CCN(CC12)CC(C)(C)O)C=1C=C2C(=NC1)NC=C2C#C (R)-3-(6-(3-ethynyl-1H-pyrrolo[2,3-b]pyridin-5-yl)-2-(2-hydroxy-2-methylpropyl)-1,2,3,4-tetrahydroisoquinolin-8-yl)morpholine-4-carboxylic acid tert-butyl ester